ethyl 4-(((1R,3R)-3-hydroxycyclopentyl)amino)-1H-pyrrolo[2,3-b]pyridine-5-carboxylate O[C@H]1C[C@@H](CC1)NC1=C2C(=NC=C1C(=O)OCC)NC=C2